C(C=C)C1=C(C(=O)O)C(=CC=C1)F 2-allyl-6-fluorobenzoic acid